4,5-bis(undecyl)imidazoline C(CCCCCCCCCC)C1N=CNC1CCCCCCCCCCC